2-[(2S,5R)-5-methyl-4-(1-methylcyclopropanecarbonyl)-2-phenyl-piperazin-1-yl]-2-oxo-N-(1H-pyrazolo[4,3-c]pyridin-7-yl)acetamide C[C@H]1N(C[C@@H](N(C1)C(C(=O)NC=1C2=C(C=NC1)C=NN2)=O)C2=CC=CC=C2)C(=O)C2(CC2)C